(S)-quinuclidin-3-yl (5-(3-chloro-4-propoxyphenyl)-2,2-dimethyl-2,3-dihydro-1H-inden-1-yl)carbamat ClC=1C=C(C=CC1OCCC)C=1C=C2CC(C(C2=CC1)NC(O[C@@H]1CN2CCC1CC2)=O)(C)C